7,7-dimethyloxepan-4-one CC1(CCC(CCO1)=O)C